2,6-diacetylpyridine-N4-methyl thiosemicarbazone CNC(NN=C(C)C1=CC=CC(=N1)C(C)=O)=S